bis(2-(2-hydroxyphenyl)benzothiazolyl)zinc OC1=C(C=CC=C1)C=1SC2=C(N1)C(=CC=C2)[Zn]C2=CC=CC1=C2N=C(S1)C1=C(C=CC=C1)O